tert-butyl 2-((tert-butoxycarbonyl)amino)-6,7,8,9-tetrahydropyrazolo[1,5-a][1,4]diazocine-5(4H)-carboxylate C(C)(C)(C)OC(=O)NC1=NN2C(CN(CCCC2)C(=O)OC(C)(C)C)=C1